FC1=CC(=C(C=C1)N1CN(C(C2=CC=C(C=C12)C(F)(F)F)=O)C=1C(=NC(=NC1C)OC)C)C 1-(4-fluoro-2-methylphenyl)-3-(2-methoxy-4,6-dimethylpyrimidin-5-yl)-7-(trifluoromethyl)-2,3-dihydroquinazolin-4(1H)-one